CNC(=O)C=1N(C=CC=CC1)C N,1-dimethylazepine-2-carboxamide